N-{1-[3-(1,1-difluoroethyl)-2-fluorophenyl]ethyl}-2-methyl-propane-2-sulfonamide FC(C)(F)C=1C(=C(C=CC1)C(C)NS(=O)(=O)C(C)(C)C)F